3-(2-methyl-4-oxo-5-(4-(piperidin-1-ylmethyl)phenethyl)quinazolin-3(4H)-yl)piperidine-2,6-dione CC1=NC2=CC=CC(=C2C(N1C1C(NC(CC1)=O)=O)=O)CCC1=CC=C(C=C1)CN1CCCCC1